COC=1C=C2C(=NC=NC2=CC1OC)NCCCNS(=O)(=O)NC(OC(C)(C)C)=O tert-butyl (N-(3-((6,7-dimethoxyquinazolin-4-yl)amino)propyl)sulfamoyl)carbamate